[K].C[Si](C)(C)N.C[Si](C)(C)N bis(trimethylsilylamine) potassium